C1(=CC=CC=C1)NC1=CC=C(C=C1)N(C1=CC=CC=C1)C1=CC=CC=C1 N,N',N'-triphenyl-1,4-phenylenediamin